C(CCCCCCC)[C@]1(O)[C@H](O)[C@@H](O)[C@H](O)[C@H](O1)CO 1-octyl-beta-D-glucose